(1S,3R,4S,5R)-3-((5-chloro-4-(2-(2-(3,3-difluoroazetidin-1-yl)propan-2-yl)-4-fluoro-1-isopropyl-1H-benzo[d]imidazol-6-yl)pyrimidin-2-yl)amino)-6,8-dioxabicyclo[3.2.1]octan-4-ol ClC=1C(=NC(=NC1)N[C@@H]1C[C@H]2CO[C@@H]([C@H]1O)O2)C=2C=C(C1=C(N(C(=N1)C(C)(C)N1CC(C1)(F)F)C(C)C)C2)F